C(C=C)OC1(CCCCCCCCCCC1)OCC=C cyclododecanone diallyl acetal